FC=1C=C(C=CC1)N1C(=NC(=C1)C1=CC=CC=C1)SCC1=CC=C(C=C1)S(=O)(=O)C 1-(3-fluorophenyl)-2-((4-(methylsulfonyl)benzyl)thio)-4-phenyl-1H-imidazole